3-bromo-1-ethyl-7-(1-methyl-1H-pyrazol-4-yl)-1,6-naphthyridin-2(1H)-one BrC=1C(N(C2=CC(=NC=C2C1)C=1C=NN(C1)C)CC)=O